O1C(=NN=C1)C=1C=C(C=CC1)N1C(N(C2=C1C=CC=C2)CC2CCC(CC2)NC(C2=C(N=CC(=C2)Cl)C(F)F)=O)=O N-((1r,4r)-4-((3-(3-(1,3,4-oxadiazol-2-yl)phenyl)-2-oxo-2,3-dihydro-1H-benzo[d]imidazol-1-yl)methyl)cyclohexyl)-5-chloro-2-(difluoromethyl)nicotinamide